(S)-7,8-difluoro-2-(4-((6-oxo-5-(trifluoromethyl)-1,6-dihydropyridazin-4-yl)amino)pentyl)-6-(5-(trifluoromethyl)pyridin-2-yl)isoquinolin-1(2H)-one FC1=C(C=C2C=CN(C(C2=C1F)=O)CCC[C@H](C)NC=1C=NNC(C1C(F)(F)F)=O)C1=NC=C(C=C1)C(F)(F)F